C(#N)C=1C=C(C=NC1N1N=CC=N1)NC(=O)C=1C=NN(C1C(F)(F)F)C=1C=2N(C=CN1)C=CN2 N-(5-cyano-6-(2H-1,2,3-triazol-2-yl)pyridin-3-yl)-1-(imidazo[1,2-a]pyrazin-8-yl)-5-(trifluoromethyl)-1H-pyrazole-4-carboxamide